1-(2-methylpyridine-4-amido)-2,3-dihydro-1H-indene-5-carboxylic acid CC1=NC=CC(=C1)C(=O)NC1CCC2=CC(=CC=C12)C(=O)O